C(C1=CC=CC=C1)OC1=C2C(=C(N(C2=CC(=C1)F)C1=CC(=C(C=C1)F)C)C(C)(C)O)C=1C=C(C=NC1)C(=O)OC Methyl 5-[4-benzyloxy-6-fluoro-1-(4-fluoro-3-methyl-phenyl)-2-(1-hydroxy-1-methyl-ethyl)indol-3-yl]pyridine-3-carboxylate